C[C@@H]1CN(CCC1)CC1=C2C(=NC(=C1)C(=O)O)SC=N2 7-{[(3S)-3-methylpiperidin-1-yl]methyl}-[1,3]thiazolo[5,4-b]pyridine-5-carboxylic acid